3-bromo-1-(3-Methyl (trifluoromethyl)benzyl)-1H-pyrrolo[2,3-b]pyridine-2-carboxamido(ethyl)benzoate BrC1=C(N(C2=NC=CC=C21)C(C2=CC(=CC=C2)C)C(F)(F)F)C(=O)NC=2C(=C(C(=O)[O-])C=CC2)CC